2-{[8-(2-acetamidopyridin-4-yl)-3-oxo-1H,2H,3H-benzo[e]isoindol-2-yl]methyl}prop-2-enamide C(C)(=O)NC1=NC=CC(=C1)C=1C=CC2=C(C=3CN(C(C3C=C2)=O)CC(C(=O)N)=C)C1